(4-(9H-carbazol-9-yl)-6-(2,7-di-tert-butyl-9H-carbazol-9-yl)pyridin-2-yl)boronic acid C1=CC=CC=2C3=CC=CC=C3N(C12)C1=CC(=NC(=C1)N1C2=CC(=CC=C2C=2C=CC(=CC12)C(C)(C)C)C(C)(C)C)B(O)O